N-ethyl-2'-(3-ethyl-1H-pyrrolo[2,3-b]pyridin-5-yl)-6',7'-dihydro-5'H-spiro[piperidine-4,4'-pyrazolo[1,5-a]pyridine]-1-carboxamide C(C)NC(=O)N1CCC2(C=3N(CCC2)N=C(C3)C=3C=C2C(=NC3)NC=C2CC)CC1